ClC1=NC=2N(C(=C1)N(C(OC(C)(C)C)=O)CC1=CN=C3N1C=CC=C3)N=CC2C(C)C tert-butyl (5-chloro-3-isopropylpyrazolo[1,5-a]pyrimidin-7-yl)(imidazo[1,2-a]pyridin-3-ylmethyl)carbamate